N'-hydroxypyridazine-3-carboxamidine ON=C(N)C=1N=NC=CC1